N-(6-(5-chloro-7-(1-(2,2-difluoroacetamido)ethyl)-6-fluoro-1H-indazol-4-yl)imidazo[1,2-a]pyridin-2-yl)-2-fluorocyclopropane-1-carboxamide ClC=1C(=C2C=NNC2=C(C1F)C(C)NC(C(F)F)=O)C=1C=CC=2N(C1)C=C(N2)NC(=O)C2C(C2)F